tert-butyl (7-bromo-2-chloro-6-((1S,2S)-2-nitrocyclohexyl)thieno[3,2-d]pyrimidin-4-yl)(furan-2-ylmethyl)carbamate BrC1=C(SC2=C1N=C(N=C2N(C(OC(C)(C)C)=O)CC=2OC=CC2)Cl)[C@@H]2[C@H](CCCC2)[N+](=O)[O-]